C(C1=CC=CC=C1)N(C(C)=O)C=1SC2=C(C1C#N)C=CC(=C2)O N-benzyl-N-(3-cyano-6-hydroxy-1-benzothien-2-yl)acetamide